2-(trifluoromethylsulfonyloxy)ethanesulfonic acid 2-propynyl ester C(C#C)OS(=O)(=O)CCOS(=O)(=O)C(F)(F)F